Cl.N1C=CC=C(C2=C1C=CC=C2)N [1]Benzazepine-5-amine hydrochloride